N1C(=NC2=C1C=CC=C2)NC(CCCNC(C)=O)C2=CC(=CC=C2)C(F)(F)F (-)-N-{4-[(1H-1,3-benzodiazol-2-yl)amino]-4-[3-(trifluoromethyl)phenyl]-butyl}acetamide